C(#N)C=1C=C(C=CC1)C(N1C(NC(CC1=O)(C)C)=[NH2+])[C@H]1[C@@H](C1)C(N[C@H]1C[C@@H](OC2=CC=CC=C12)C(F)(F)F)=O [1-[(3-cyanophenyl)-[(1R,2R)-2-[[(2R,4S)-2-(trifluoromethyl)chroman-4-yl]carbamoyl]cyclopropyl]methyl]-4,4-dimethyl-6-oxo-hexahydropyrimidin-2-ylidene]ammonium